tert-butyl 4-[4-[(7-fluoro-2-methyl-indazol-5-yl)carbamoyl]-2-methoxy-1,3-benzothiazol-7-yl]-2,5-dimethyl-piperazine-1-carboxylate FC1=CC(=CC2=CN(N=C12)C)NC(=O)C1=CC=C(C2=C1N=C(S2)OC)N2CC(N(CC2C)C(=O)OC(C)(C)C)C